4-Fluoro-3-(6-(4-(methylsulfonyl)piperazin-1-yl)-1H-indazol-3-yl)-5-(trifluoromethyl)phenol FC1=C(C=C(C=C1C(F)(F)F)O)C1=NNC2=CC(=CC=C12)N1CCN(CC1)S(=O)(=O)C